N1(N=CC=2C1=NC=CC2)C2CC(C2)O (1r,3r)-3-(1H-pyrazolo[3,4-b]pyridin-1-yl)cyclobutan-1-ol